CC(CC(C(=O)O)CCCC\C=C\C(OCC)OCC)C 2-methylpropyl-(7E)-9,9-diethoxy-7-nonenoic acid